bismaleimidyldiphenylmethane C1(C=CC(N1C(C1=CC=CC=C1)(C1=CC=CC=C1)N1C(C=CC1=O)=O)=O)=O